6-chloro-N-(3,4-dichlorophenyl)-9H-carbazol-3-amine ClC=1C=C2C=3C=C(C=CC3NC2=CC1)NC1=CC(=C(C=C1)Cl)Cl